[Zr].[Y] yttrium-zirconium